FC=1C=C(C2=C(C(=C(S2)CO)C)C1)F 5,7-difluoro-3-methyl-1-benzothiophene-2-methanol